dipropylene glycol monoisononyl ether C(CCCCCC(C)C)OC(C)COC(C)CO